(1Z)-N-hydroxy-1-(hydroxyimino)-2,3-dihydro-1H-indene-5-carboxamidine ONC(=N)C=1C=C2CC/C(/C2=CC1)=N/O